nickel nickel-cobalt lithium manganese oxide [O-2].[Mn+2].[Li+].[Co+2].[Ni+2].[Ni+2]